BrC=1C=CC=C2C3C4C=CC(C3CC12)C4 1,4-methano-8-bromo-1,4,4a,9a-tetrahydrofluorene